2-((1r,4r)-4-hydroxycyclohexylamino)-4-((1r,3r)-3-methylcyclobutylamino)pyrimidine-5-carboxamide OC1CCC(CC1)NC1=NC=C(C(=N1)NC1CC(C1)C)C(=O)N